C[Pt](C1(C(=C(C(=C1)C[Si](OCC)(OCC)OCC)[Si](C)(C)CC=C)[Si](CC=C)(C)C)[Si](CC=C)(C)C)(C)C Trimethyl-[(triethoxysilyl)methyl-tris(allyldimethylsilyl)cyclopentadienyl]platinum (IV)